C(CC)C=1C=C(C=CC1CCC)O 3,4-di-n-propylphenol